[Na+].C(C(O)CC(=O)[O-])(=O)[O-].[Na+] DL-malic acid sodium salt